N1C=NC(=C1)CN(C=1C=C(C=CC1)N(C(C1=C(C=CC=C1)S(=O)(=O)C)=O)CC(C)C)C N-[3-[1H-imidazol-4-ylmethyl(methyl)amino]phenyl]-N-isobutyl-2-methylsulfonyl-benzamide